2-(3-(phenylethynyl)phenyl)isonicotinic acid methyl ester COC(C1=CC(=NC=C1)C1=CC(=CC=C1)C#CC1=CC=CC=C1)=O